2-amino-N-isobutyl-3-methyl-N-((5-(trifluoromethyl)pyridin-2-yl)methyl)quinoline-6-carboxamide NC1=NC2=CC=C(C=C2C=C1C)C(=O)N(CC1=NC=C(C=C1)C(F)(F)F)CC(C)C